(1S,3S)-3-((6-bromo-1,2,4-triazin-3-yl)amino)cyclopentane BrC1=CN=C(N=N1)NC1CCCC1